3-(2,6-dichloro-benzyloxy)-5-(2-methoxy-phenyl)-pyridin-2-ylamine ClC1=C(COC=2C(=NC=C(C2)C2=C(C=CC=C2)OC)N)C(=CC=C1)Cl